(S)-5-chloro-1-(2,2-difluorocyclopropyl)-6-iodo-1H-benzo[d]imidazole ClC1=CC2=C(N(C=N2)[C@@H]2C(C2)(F)F)C=C1I